N-[6-[4-[(E)-3-(4-Chlorophenyl)-3-oxoprop-1-enyl]phenoxy]-2-(furan-2-yl)-8-hydroxy-4,4a,6,7,8,8a-hexahydropyrano[3,2-d][1,3]dioxin-7-yl]acetamide ClC1=CC=C(C=C1)C(/C=C/C1=CC=C(OC2C(C(C3OC(OCC3O2)C=2OC=CC2)O)NC(C)=O)C=C1)=O